2-hydroxy-4-{[(3-quinolin-6-ylphenyl)sulfonyl]amino}benzoic acid OC1=C(C(=O)O)C=CC(=C1)NS(=O)(=O)C1=CC(=CC=C1)C=1C=C2C=CC=NC2=CC1